ClC1=CC=C(C=C1)[C@H]([C@H]1O[C@H]([C@@H]([C@@H]1O)O)N1C=CC2=C1NC=NC2=NN)O (2R,3S,4R,5R)-2-((R)-(4-chlorophenyl)(hydroxy)methyl)-5-(4-hydrazineylidene-1,4-dihydro-7H-pyrrolo[2,3-d]pyrimidin-7-yl)tetrahydrofuran-3,4-diol